FC1=C(C=CC(=C1)C(C(=O)NC)C)C1=CC=CC=C1 2-(2-fluoro-[1,1'-biphenyl]-4-yl)-N-methylpropanamide